C(C)SC1=NC(=CC(=C1C(=O)NCC1=C(C=CC(=C1)C(F)(F)F)F)C)N1CCOCC1 2-Ethylsulfanyl-N-[[2-fluoro-5-(trifluoromethyl)-phenyl]methyl]-4-methyl-6-morpholin-4-yl-pyridine-3-carboxylic acid amide